OC1=C(C=CC=C1)S(=O)(=O)C1=C(C=CC=C1)O 2-(2-hydroxy-phenylsulfonyl)phenol